tert-butyl 4-[5-[3-cyano-4-(2-pyridylsulfanyl)pyrazolo[1,5-a]pyridin-6-yl]-2-pyridyl]piperazine-1-carboxylate C(#N)C=1C=NN2C1C(=CC(=C2)C=2C=CC(=NC2)N2CCN(CC2)C(=O)OC(C)(C)C)SC2=NC=CC=C2